trin-butylsulfonium C(CCC)[S+](CCCC)CCCC